OCCNCC=1C=CC(=NC1)C(=O)NC1=C(C(=CC=C1)C1=NC=CC(=C1C)C1=NC(=C(C=C1)CNCC1NC(CC1)=O)OC)C 5-(((2-hydroxyethyl)amino)methyl)-N-(3-(6-methoxy-3'-methyl-5-((((5-oxopyrrolidin-2-yl)methyl)amino)methyl)-[2,4'-bipyridin]-2'-yl)-2-methylphenyl)picolinamide